2-Bromo-2-(4-iodophenyl)acetic acid methyl ester COC(C(C1=CC=C(C=C1)I)Br)=O